NC=1C=NN(C1)C(C)C=1C(=C(C(=NC1)N1C([C@@H]2C[C@@H]2C1)=O)OC(F)F)C (1R,5S)-3-(5-(1-(4-Amino-1H-pyrazol-1-yl)ethyl)-3-(difluoromethoxy)-4-methylpyridin-2-yl)-3-azabicyclo[3.1.0]hexan-2-one